1-((2s,3s,4r,5s)-3,4-dihydroxy-5-methyltetrahydrofuran-2-yl)-5-fluoro-3-((5-nitrofuran-2-yl)methyl)pyrimidine-2,4(1h,3h)-dione O[C@@H]1[C@H](O[C@H]([C@@H]1O)C)N1C(N(C(C(=C1)F)=O)CC=1OC(=CC1)[N+](=O)[O-])=O